N-(1-(2-Aminoethyl)-6-chloro-9H-carbazol-3-yl)-5,6-dichlorobenzo[d]thiazol-2-amine NCCC1=CC(=CC=2C3=CC(=CC=C3NC12)Cl)NC=1SC2=C(N1)C=C(C(=C2)Cl)Cl